4-bromo-3-fluoro-1H-pyrrole-2-carboxylic acid ethyl ester C(C)OC(=O)C=1NC=C(C1F)Br